N-(5-(4-(2,7-diazaspiro[3.5]non-7-yl)quinazolin-6-yl)-2-methoxypyridine-3-yl)-4-fluorobenzenesulfonamide trifluoroacetate FC(C(=O)O)(F)F.C1NCC12CCN(CC2)C2=NC=NC1=CC=C(C=C21)C=2C=C(C(=NC2)OC)NS(=O)(=O)C2=CC=C(C=C2)F